oxoisoindole O=C1N=CC2=CC=CC=C12